3-((5-(isoquinolin-1-yl)-1-methyl-1H-pyrazol-3-yl)amino)-4-((4-((4-methylpiperazin-1-yl)methyl)phenyl)amino)cyclobut-3-ene-1,2-dione C1(=NC=CC2=CC=CC=C12)C1=CC(=NN1C)NC=1C(C(C1NC1=CC=C(C=C1)CN1CCN(CC1)C)=O)=O